[Al].[V].[Nb].[N] nitrogen niobium vanadium-aluminum